[2-methyl-4-[[3-[3-(trifluoromethyl)-1H-pyrazol-4-yl]imidazo[1,2-a]pyrazin-8-yl]amino]phenyl]-[4-[rac-(3R,4S)-4-hydroxypiperidine-3-carbonyl]piperazin-1-yl]methanone hydrochloride Cl.CC1=C(C=CC(=C1)NC=1C=2N(C=CN1)C(=CN2)C=2C(=NNC2)C(F)(F)F)C(=O)N2CCN(CC2)C(=O)[C@@H]2CNCC[C@@H]2O |r|